CN(C1=C(C=CC=C1[N+](=O)[O-])Cl)C N,N-dimethyl-2-chloro-6-nitroaniline